C(C)(C)(C)OC([C@@H](CCC(=O)O)NC(=O)OC(C)(C)C)=O (R)-5-(tert-Butoxy)-4-((tert-Butoxycarbonyl)amino)-5-oxopentanoic acid